dioctylpentanamide C(CCCCCCC)C(C(=O)N)(CCC)CCCCCCCC